C(CCCCCCCCCCCCCCCCC)(=O)C(C(=O)OCC(CO)(CO)CO)(CCCCCCCCCCCCCCCC)C(CCCCCCCCCCCCCCCCC)=O pentaerythritol (bisstearoyl)stearate